N(C#N)[S@](=NC(CC1=C(C=C(C=C1C(C)C)C#N)C(C)C)=O)(=O)C1=C(N=C(S1)C(C)(C)O)CCO (S)-N-(cyanamido(4-(2-hydroxyethyl)-2-(2-hydroxypropan-2-yl)thiazol-5-yl)(oxo)-λ6-sulfaneylidene)-2-(4-cyano-2,6-diisopropylphenyl)acetamide